α-(3-cyano-benzyl)-proline C(#N)C=1C=C(C[C@@]2(NCCC2)C(=O)O)C=CC1